CC1=CC=C(C=C1)S(=O)(=O)OC=1C2=C(N=C(N1)OC[C@]13CCCN3C[C@@H](C1)F)CN(CC2)C2=CC(=CC1=CC=C(C(=C21)F)F)OCOC 7-(7,8-difluoro-3-(methoxymethoxy)naphthalen-1-yl)-2-(((2R,7aS)-2-fluorohexahydro-1H-pyrrolizin-7a-yl)methoxy)-5,6,7,8-tetrahydropyrido[3,4-d]pyrimidin-4-yl 4-methylbenzenesulfonate